(2S)-4-[4-[[4-[[2-(6-methyl-2-pyridyl)pyrimidin-4-yl]amino]pyrimidin-2-yl]amino]phenyl]piperazine-2-carboxylic acid CC1=CC=CC(=N1)C1=NC=CC(=N1)NC1=NC(=NC=C1)NC1=CC=C(C=C1)N1C[C@H](NCC1)C(=O)O